C(CCCCCCC)(=O)OF perfluoro caprylate